2-methylhippuric acid CC1=C(C(NCC(=O)O)=O)C=CC=C1